3,5-difluoro-4-((9-fluoro-8-methoxy-3-oxo-4-(2,2,2-trifluoroethyl)-3,4-dihydropyrimido[4,5-c]quinolin-2(1H)-yl)methyl)benzenesulfonamide FC=1C=C(C=C(C1CN1C(N(C=2C=NC=3C=C(C(=CC3C2C1)F)OC)CC(F)(F)F)=O)F)S(=O)(=O)N